C(C=C)(=O)OCC1OCC1 acryloyl-Oxymethyloxetane